2-(4-(4-fluorophenyl)-1-isopropyl-1H-imidazol-5-yl)-N-(5-morpholinopyridin-2-yl)thiazole-4-carboxamide t-butyl-(1-(2-amino-4-fluorophenyl)pyrrolidin-3-yl)carbamate C(C)(C)(C)N(C(O)=O)C1CN(CC1)C1=C(C=C(C=C1)F)N.FC1=CC=C(C=C1)C=1N=CN(C1C=1SC=C(N1)C(=O)NC1=NC=C(C=C1)N1CCOCC1)C(C)C